COC1=NC(=CC=C1N)OC 2,6-dimethoxypyridin-3-amine